BrC1=C(\C=N\NS(=O)(=O)C2=CC=C(C=C2)C)C=C(C(=C1)OC)O (E)-N'-(2-Bromo-5-hydroxy-4-methoxybenzylidene)-4-methylbenzenesulfonohydrazide